tert-butyl (E)-(3-fluoro-2-((4-((6-oxo-2-thioxo-1,2,6,7-tetrahydro-3H-purin-3-yl)methyl)phenoxy)methyl)allyl)carbamate F/C=C(\CNC(OC(C)(C)C)=O)/COC1=CC=C(C=C1)CN1C(NC(C=2NC=NC12)=O)=S